CC(=CCC=1C(=C(C(=CC1O)CCCCC)S(=O)(=O)N1CC(C1)=O)O)CCC=C(C)C 1-((3-(3,7-dimethylocta-2,6-dien-1-yl)-2,4-dihydroxy-6-pentylphenyl)sulfonyl)azetidin-3-one